diethyl 8-cyano-2,2,14,14-tetrakis(methyl-d3)-8-tosylpentadecanedioate C(#N)C(CCCCCC(C(=O)OCC)(C([2H])([2H])[2H])C([2H])([2H])[2H])(CCCCCC(C(=O)OCC)(C([2H])([2H])[2H])C([2H])([2H])[2H])S(=O)(=O)C1=CC=C(C)C=C1